1,1,2,3,3-pentafluoro-3-iodo-1-proPen FC(=C(C(I)(F)F)F)F